S1C(SCCC1)C=1C=C(C=C(C1OCC1=CC=C(C=C1)OC)F)N1N=NC(=C1)C1=CC=C(C=C1)N1CCCC1 1-(3-(1,3-dithian-2-yl)-5-fluoro-4-(4-methoxyphenylmethyloxy)phenyl)-4-(4-(pyrrolidin-1-yl)phenyl)-1H-1,2,3-triazole